6-(tert-butyl)-2,3-dihydro-1H-inden-1-one C(C)(C)(C)C1=CC=C2CCC(C2=C1)=O